COC([C@H](NC(=O)C1CCN(CC1)C=1C2=C(N=CN1)NC=C2)CC2=CC=CC=C2)=O (1-(7H-pyrrolo[2,3-D]pyrimidin-4-yl)piperidine-4-carbonyl)-D-phenylalanine methyl ester